2-(5-bromopyridin-2-yl)-N-(3,5-dichloro-4-(2,6-dioxopiperidin-3-yl)benzyl)-2-methylpropanamide BrC=1C=CC(=NC1)C(C(=O)NCC1=CC(=C(C(=C1)Cl)C1C(NC(CC1)=O)=O)Cl)(C)C